5-((6-Amino-5-fluoropyrimidin-4-yl)amino)-6-methoxy-1H-indazole NC1=C(C(=NC=N1)NC=1C=C2C=NNC2=CC1OC)F